C(C=C)(=O)NC1=CC=C(C=C1)S(=O)(=O)[O-].[Na+] sodium p-acrylamidobenzenesulfonate